bromo-trifluoromethane BrC(F)(F)F